O[C@H](C(=O)N1C[C@@H]2[C@H](C1)CC(C2)NC2=C1C(=NC=C2C=2SC(=CN2)C2(CCC3(COC3)CC2)O)NC=C1)C (S)-2-hydroxy-1-((3aR,5R,6aS)-5-((5-(5-(7-hydroxy-2-oxaspiro[3.5]nonan-7-yl)-thiazol-2-yl)-1H-pyrrolo[2,3-b]pyridin-4-yl)amino)hexahydrocyclopenta[c]pyrrol-2(1H)-yl)-propan-1-one